CC1(CCN(CC1)C=1OC2=C(C=C(C=C2C(C1)=O)C)[C@@H](C)NC1=C(C(=O)O)C=C(C(=C1)F)[N+](=O)[O-])C (R)-2-((1-(2-(4,4-dimethylpiperidin-1-yl)-6-methyl-4-oxo-4H-chromen-8-yl)ethyl)amino)-4-fluoro-5-nitrobenzoic acid